2-(1-(3-fluorophenyl)-2-(phenylselanyl)ethyl)benzo[d]isothiazol-3(2H)-one 1,1-dioxide FC=1C=C(C=CC1)C(C[Se]C1=CC=CC=C1)N1S(C2=C(C1=O)C=CC=C2)(=O)=O